C1(CC1)C1=CC=C(C=N1)C1=CC=C(C=C1)C1(CCC1)C(=O)NC1=NC=C(C=C1)F 1-(4-(6-cyclopropylpyridin-3-yl)phenyl)-N-(5-fluoropyridin-2-yl)cyclobutane-1-carboxamide